1-aminoheptafluorohexane NC(C(C(C(CC)F)(F)F)(F)F)(F)F